4-(3-methylanilino)pyridine-3-sulfonamide CC=1C=C(NC2=C(C=NC=C2)S(=O)(=O)N)C=CC1